N-[3-(methyldiethylammonio)propyl]methacrylamide chloride [Cl-].C[N+](CCCNC(C(=C)C)=O)(CC)CC